(P)-1-(5-chloro-2-methoxy-4-(3-(trifluoromethyl)cyclobutyl)phenyl)-N-(4-methoxybenzyl)-N-(oxazol-2-yl)-2-oxo-1,2-dihydroquinoline-6-sulfonamide ClC=1C(=CC(=C(C1)N1C(C=CC2=CC(=CC=C12)S(=O)(=O)N(C=1OC=CN1)CC1=CC=C(C=C1)OC)=O)OC)C1CC(C1)C(F)(F)F